(4S,5S)-1-({6-[4-(difluoromethyl)-2-fluorophenoxy]pyridine-3-yl}methyl)-4-hydroxy-5-methylpyrrolidine-2-one FC(C1=CC(=C(OC2=CC=C(C=N2)CN2C(C[C@@H]([C@@H]2C)O)=O)C=C1)F)F